C(C)(CC)C1C=CC=2C1=C1CCCCC1=CC2 1-sec-butyl-6,7,8,9-tetrahydro-1H-cyclopenta[a]naphthalene